C(C)(C)C=1C(=NC=CC1)C=O 3-ISOPROPYLPYRIDINE-2-CARBALDEHYDE